magnesium cuprous iodide [Cu]I.[Mg]